1-{4-[4-({[4-(trifluoromethyl)pyridin-2-yl]methyl}carbamoyl)-1H-1,2,3-triazol-1-yl]butyl}-N-{[5-(trifluoromethyl)pyridin-3-yl]methyl}-1H-1,2,3-triazole-4-carboxamide FC(C1=CC(=NC=C1)CNC(=O)C=1N=NN(C1)CCCCN1N=NC(=C1)C(=O)NCC=1C=NC=C(C1)C(F)(F)F)(F)F